[N+](=O)([O-])C=C1CN(C1)C(=O)OC(C)(C)C tert-butyl 3-(nitromethylidene)azetidine-1-carboxylate